C=C(C(CCCC)OC(CC#N)C)CCCC 3-((6-methylenedecan-5-yl)oxy)butyronitrile